N1(N=CC=C1)C=1C=NC2=CC=C(C=C2N1)C(=O)C=1C=C(C=CC1F)NC(=O)NC1=CC(=C(C=C1)F)F 1-(3-(3-(1H-pyrazol-1-yl)quinoxaline-6-carbonyl)-4-fluorophenyl)-3-(3,4-difluorophenyl)urea